ethyl-2-oxo-1,2-dihydroquinoline-6-carboxylate C(C)OC(=O)C=1C=C2C=CC(NC2=CC1)=O